C1(CC1)C1=NN(C=C1C1C(CCCC1)C)[C@@H]1C[C@H](C1)CNC=1C=C2C(N(C(C2=CC1)=O)C1C(NC(CC1)=O)=O)=O 5-(((trans-3-(3-cyclopropyl-4-(2-methylcyclohexyl)-1H-pyrazol-1-yl)cyclobutyl)methyl)amino)-2-(2,6-dioxopiperidin-3-yl)isoindoline-1,3-dione